C(C)(C)(C)OC(=O)N1CCC(CC1)C=1N(C2=CC=CC(=C2C1)Br)C.COC1=CC=C(C(=N1)C)NC(C1=C(C=CC=C1)NC1=C(C=CC=C1)C)=O N-(6-methoxy-2-methylpyridin-3-yl)-2-(o-tolylamino)benzamide tert-butyl-4-(4-bromo-1-methyl-1H-indol-2-yl)piperidine-1-carboxylate